(S)-4-ethyl-8,10-difluoro-4,9-dihydroxy-11-(4-hydroxybutyl)-1,12-dihydro-14H-pyrano[3',4':6,7]indolizino[1,2-B]quinoline-3,14(4H)-dione C(C)[C@]1(C(OCC=2C(N3CC=4C(=NC=5C=C(C(=C(C5C4CCCCO)F)O)F)C3=CC21)=O)=O)O